COC(=O)C1=CC=CC=2NN=NC21 1H-1,2,3-benzotriazol-4-carboxylic acid methyl ester